CC=1C=CC=C2N(CCN(C12)C(=O)OCC1=CC=CC=C1)C1=CC2=C(N=C(N=C2)SC)N(C1=O)C1=CC=C(C=C1)CN1CCN(CC1)C benzyl 8-methyl-4-[8-[4-[(4-methylpiperazin-1-yl) methyl] phenyl]-2-methylsulfanyl-7-oxo-pyrido[2,3-d]pyrimidin-6-yl]-2,3-dihydroquinoxaline-1-carboxylate